BrCC=1C(=NOC1C=1C=NN(C1C)CCC(C)(O)C)C1=C(C=CC=C1F)Cl 4-{4-[4-(bromomethyl)-3-(2-chloro-6-fluorophenyl)-1,2-oxazol-5-yl]-5-methyl-1H-pyrazol-1-yl}-2-methylbutan-2-ol